4-methoxy-5-(2-methoxyethyl)pyrimidin-2-amine COC1=NC(=NC=C1CCOC)N